BrC=1C=NN(C1)C=1C=C(C=CC1)CN(C)C {[3-(4-bromopyrazol-1-yl)phenyl]methyl}dimethylamine